(S)-5-(((2-((5-Methyl-6-oxo-5,6-dihydropyrido[2,3-b]pyrazin-3-yl)oxy)ethyl)amino)methyl)-3-(3-oxo-3,4-dihydro-2H-pyrazino[2,3-b][1,4]thiazin-6-yl)oxazolidin-2-one CN1C(C=CC=2C1=NC(=CN2)OCCNC[C@H]2CN(C(O2)=O)C2=NC1=C(SCC(N1)=O)N=C2)=O